(4R)-2,2-dimethyl-4-(2-oxoethyl)-1,3-oxazolidine-3-carboxylic acid tert-butyl ester C(C)(C)(C)OC(=O)N1C(OC[C@H]1CC=O)(C)C